C(C)(C)(C)C(C(=N)N)(C)C(C)(C)C di-tert-butyl-propioamidine